BrCOC=1C(=C(C=CC1)OCBr)OCBr tris(bromomethoxy)benzene